(2S,4R)-2-(hydroxymethyl)-4-(thiazol-2-yl)pyrrolidine-1-carboxylic acid tert-butyl ester C(C)(C)(C)OC(=O)N1[C@@H](C[C@H](C1)C=1SC=CN1)CO